tri(tert-butyl)ammonium tetrakis(pentafluorophenyl)borate FC1=C(C(=C(C(=C1[B-](C1=C(C(=C(C(=C1F)F)F)F)F)(C1=C(C(=C(C(=C1F)F)F)F)F)C1=C(C(=C(C(=C1F)F)F)F)F)F)F)F)F.C(C)(C)(C)[NH+](C(C)(C)C)C(C)(C)C